3-(4-(1-Methyl-1H-pyrazol-3-yl)-2,5-dioxoimidazolidin-4-yl)propionic acid tert-butyl ester C(C)(C)(C)OC(CCC1(NC(NC1=O)=O)C1=NN(C=C1)C)=O